CCC(CCCCC)C(=O)N octane-3-carboxamide